(R)-2-METHYLPENT-4-EN-1-YL METHANESULFONATE CS(=O)(=O)OC[C@@H](CC=C)C